N-(tert-butyldimethylsilyl)-3-nitrobenzenesulfonamide [Si](C)(C)(C(C)(C)C)NS(=O)(=O)C1=CC(=CC=C1)[N+](=O)[O-]